O=C1C[C@@H](CN1C1=CC=CC=C1)C(=O)N1CCC(CC1)C(=O)O 1-[(3S)-5-oxo-1-phenyl-pyrrolidine-3-carbonyl]piperidine-4-carboxylic acid